CN1N=CC2=C(C1=O)C=NC(=C2)N2CCC(CC2)CCP(OCC2=CC=CC=C2)(OCC2=CC=CC=C2)=O dibenzyl (2-(1-(3-methyl-4-oxo-3,4-dihydropyrido[3,4-d]pyridazin-7-yl)piperidin-4-yl)ethyl)phosphonate